3,5-bis(acetylamino)-2,4,6-triiodobenzoic acid C(C)(=O)NC=1C(=C(C(=O)O)C(=C(C1I)NC(C)=O)I)I